The molecule is a member of the class of imidazoles in which the hydrogen at position 1 is replaced by a trimethylsilyl group. N-trimethylsilylimidazole is a derivatisation agent used in gas chromatography/mass spectrometry applications. It has a role as a chromatographic reagent. It is a member of imidazoles and a N-silyl compound. C[Si](C)(C)N1C=CN=C1